CN1CC2(C1)CCN(CC2)C2=CC=CC=1N(C=NC12)C(=O)NCCOC1=CC=CC=C1 4-(2-Methyl-2,7-diazaspiro[3.5]nonan-7-yl)-N-(2-phenoxyethyl)-1H-benzo[d]imidazole-1-carboxamide